C1(CC1)C=1N=NN(C1)[C@H](C(=O)N1[C@@H](C[C@H](C1)O)C(=O)NC(C)C=1SC(=NN1)C1=CC(=CC=C1)F)C(C)(C)C (2S,4r)-1-[(2S)-2-(4-cyclopropyl-triazol-1-yl)-3,3-dimethyl-butyryl]-N-[1-[5-(3-fluorophenyl)-1,3,4-thiadiazol-2-yl]ethyl]-4-hydroxy-pyrrolidine-2-carboxamide